C1(CC1)C1=C(C(=NO1)C1=C(C=CC=C1)OC(F)(F)F)C1=CC2(C1)CCN(CC2)C=2C=C1C(=NN(C1=CC2)C)C(=O)O 5-(2-(5-cyclopropyl-3-(2-(trifluoromethoxy)phenyl)isoxazol-4-yl)-7-azaspiro[3.5]non-1-en-7-yl)-1-methyl-1H-indazole-3-carboxylic acid